2-(methoxycarbonyl)ethylene COC(=O)C=C